(5-formyl-2-pyridyl)carbamate C(=O)C=1C=CC(=NC1)NC([O-])=O